(S)-3-(3,4-difluorophenyl)isoxazolidine FC=1C=C(C=CC1F)[C@H]1NOCC1